BrC1=C(C=C(C(=O)N2CC=3N(CC2)C(N(C3C(=O)NCC3=C(C=CC=C3)C=3NC=CN3)C3=CC=C(C=C3)OC3CC3)=O)C=C1)Cl 7-(4-bromo-3-chloro-benzoyl)-2-[4-(cyclopropoxy)phenyl]-N-[[2-(1H-imidazol-2-yl)phenyl]methyl]-3-oxo-6,8-dihydro-5H-imidazo[1,5-a]pyrazine-1-carboxamide